rac-1-(2-(((4-bromo-2-((1S*,2S*)-2-(4-methylpyrimidin-2-yl)cyclopropyl)quinolin-7-yl)amino)methyl)-6-cyclopropylimidazo[1,2-a]pyridin-8-yl)-3-methylimidazolidine-2,4-dione BrC1=CC(=NC2=CC(=CC=C12)NCC=1N=C2N(C=C(C=C2N2C(N(C(C2)=O)C)=O)C2CC2)C1)[C@@H]1[C@H](C1)C1=NC=CC(=N1)C |r|